N-((R)-2-((R)-3-methoxypyrrolidin-1-yl)-2-(1-methyl-1H-indol-3-yl)ethyl)-1H-indole-6-sulfonamide CO[C@H]1CN(CC1)[C@@H](CNS(=O)(=O)C1=CC=C2C=CNC2=C1)C1=CN(C2=CC=CC=C12)C